(2S)-2-(9H-fluoren-9-yl-methoxycarbonyl-amino)-4-[3-fluoro-4-(trifluoromethyl)phenyl]butanoic acid C1=CC=CC=2C3=CC=CC=C3C(C12)N([C@H](C(=O)O)CCC1=CC(=C(C=C1)C(F)(F)F)F)C(=O)OC